CO[Si](CCCCCCCCCCCS)(OC)OC 11-(trimethoxysilyl)-1-undecanethiol